C1(=CC=CC=C1)N(C1=CC=C(C=C1)[O-])C1=CC=CC=C1 4-diphenylamino(phenolate)